2,4,6-trimethoxycarbazole COC1=CC=2NC3=CC=C(C=C3C2C(=C1)OC)OC